N-(6-(1-cyanospiro[2.2]pentan-1-yl)isoquinolin-3-yl)-2-(1-propionylpiperidin-4-yl)propenamide C(#N)C1(CC12CC2)C=2C=C1C=C(N=CC1=CC2)NC(C(=C)C2CCN(CC2)C(CC)=O)=O